(Z)-3-cyano-5-methyl-2-hexenoate C(#N)\C(=C/C(=O)[O-])\CC(C)C